2-(3,9-diazabicyclo[3.3.1]nonan-3-yl)-7-(thiazol-2-yl)-5-(trifluoro-methoxy)benzo[d]oxazole C12CN(CC(CCC1)N2)C=2OC1=C(N2)C=C(C=C1C=1SC=CN1)OC(F)(F)F